sodium 2-(8-chloro-2-(((3,3-difluorocyclobutyl)methyl)amino)-9-(dimethylamino)-5-oxobenzo[b][1,8]naphthyridin-10(5H)-yl)acetate ClC=1C=CC2=C(N(C=3N=C(C=CC3C2=O)NCC2CC(C2)(F)F)CC(=O)[O-])C1N(C)C.[Na+]